(11R)-11-(cyclohexylmethyl)-6-(2,6-dimethylphenyl)-18-methyl-9-oxa-2λ6-thia-3,5,12,19-tetraazatricyclo[12.3.1.14,8]nonadeca-1(17),4(19),5,7,14(18),15-hexaene-2,2,13-trione C1(CCCCC1)C[C@@H]1COC2=CC(=NC(NS(C3=CC=CC(C(N1)=O)=C3C)(=O)=O)=N2)C2=C(C=CC=C2C)C